BrC1=C2C3(C(N(C2=CC=C1)CC=1C=NC=C(C1)C(F)(F)F)=O)CCC(CC3)OC=3C=C1C=NNC1=CC3 bromo-4-(1H-indazol-5-yloxy)-1'-[[5-(trifluoromethyl)-3-pyridyl]methyl]spiro[cyclohexane-1,3'-indoline]-2'-one